CC1=NC2=C(C=CC=C2C(N1C1C(NC(CC1)=O)=O)=O)OCC1=CC=C(C=C1)CN1CCOCC1 3-(2-methyl-8-((4-(morpholinomethyl)benzyl)oxy)-4-oxoquinazolin-3(4H)-yl)piperidine-2,6-dione